ClCC(=O)O[C@H](C(=O)OCC)C1=CC=CC=C1 ethyl (S)-2-(2-chloroacetoxy)-2-phenylacetate